4-bromoacetophenone CC(=O)C1=CC=C(C=C1)Br